5H,6H,8H-pyrano[3,4-b]pyridin-3-ylboronic acid N1=C2C(=CC(=C1)B(O)O)CCOC2